COC(=O)CC(=O)C1=CC=C(C=C1)F Methyl p-fluorobenzoyl acetate